2-chloro-6-fluoro-3-(2-methoxyethoxy)phenol ClC1=C(C(=CC=C1OCCOC)F)O